(1r,3r)-3-(2-Cyanopropan-2-yl)cyclobutyl (8-amino-7-fluoro-6-(8-methyl-2,3-dihydro-1H-pyrido[2,3-b][1,4]oxazin-7-yl)isoquinolin-3-yl)carbamate NC=1C(=C(C=C2C=C(N=CC12)NC(OC1CC(C1)C(C)(C)C#N)=O)C1=C(C2=C(OCCN2)N=C1)C)F